6-[2-cyano-3-[[ethyl(methyl)sulfamoyl]amino]-6-fluoro-phenoxy]-5-(methoxymethyl)-4-oxo-3-(2-piperazin-1-ylpyrimidin-5-yl)quinazoline C(#N)C1=C(OC=2C(=C3C(N(C=NC3=CC2)C=2C=NC(=NC2)N2CCNCC2)=O)COC)C(=CC=C1NS(N(C)CC)(=O)=O)F